C(CCCCCCC)P(CCCCCCCC)(CCCCCCCC)=O tri-octyl-phosphine oxide